C1(CCCCC1)N1N=CC=2C=NC(=CC21)NC2=CC(=NC(=N2)N2CCCC2)N2CCN(CC2)C(=O)NCCOC 4-{6-[(1-cyclohexyl-1H-pyrazolo[4,3-c]pyridin-6-yl)amino]-2-(pyrrolidin-1-yl)pyrimidin-4-yl}-N-(2-methoxyethyl)piperazine-1-carboxamide